1,4-diazabicyclo(2.2.2)octane N12CCN(CC1)CC2